C(C)OC(=O)C1CCN(CC1)CCS(N(CC1=CC=C(C=C1)OC)CC1=CC=C(C=C1)OC)(=O)=O.FC1=C(C(=C(C(=C1[B-](C1=C(C(=C(C(=C1F)F)F)F)F)(C1=C(C(=C(C(=C1F)F)F)F)F)C1=C(C(=C(C(=C1F)F)F)F)F)F)F)F)F.C[NH+](CCCCCCCCCCCCCC)CCCCCCCCCCCCCC methylditetradecylammonium tetrakis(pentafluorophenyl)borate Ethyl-1-(2-(N,N-bis(4-methoxybenzyl)sulfamoyl)ethyl)piperidine-4-carboxylate